CC1(CC(CC(C1)=O)=O)C 5,5-dimethyl-1,3-cyclohexanedione